CN1C=C(C2=CC=C(C=C12)C(F)(F)F)C1=NC(=NC=C1SC)Cl 1-methyl-3-(5-methylthio-2-chloro-4-pyrimidyl)-6-trifluoromethyl-indole